N-((1s,3s)-3-methoxycyclobutyl)-2-(1-(2-methoxyethyl)-1H-imidazol-2-yl)-6-(1-methyl-1H-pyrazol-3-yl)-5-phenylthieno[2,3-d]pyrimidin-4-amine COC1CC(C1)NC=1C2=C(N=C(N1)C=1N(C=CN1)CCOC)SC(=C2C2=CC=CC=C2)C2=NN(C=C2)C